N-(tert-butyl-methyl-oxo-sulfanylidene)-2,2-dimethyl-propanamide C(C)(C)(C)S(=NC(C(C)(C)C)=O)(=O)C